(2S)-2-{[(3,4-dihydro-1H-2-benzopyran-8-yl)methyl]amino}-5,5-dimethylhexanoic acid C1OCCC2=C1C(=CC=C2)CN[C@H](C(=O)O)CCC(C)(C)C